FC(CC)(F)C1=CC=C(C=N1)C1=C(C(=O)OCC)C=C(C=C1F)NC(=O)C1(CC1)C1=C(C=C(C=C1)OC(F)(F)F)F Ethyl 2-[6-(1,1-difluoropropyl) pyridin-3-yl]-3-fluoro-5-[({1-[2-fluoro-4-(trifluoromethoxy) phenyl]cyclopropyl}carbonyl) amino]benzoate